F[Sb-](F)(F)(F)(F)F.C(CCCCCCCCCCC)C1=CC=C(C=C1)[I+]C1=CC=C(C=C1)CCCCCCCCCCCC bis-(4-dodecylphenyl)iodonium hexafluoro-antimonate